(S)-tert-butyl 4-((R)-10-bromo-3-(3-((tert-butyldiphenylsilyl) oxy)propyl)-9-chloro-5-oxo-3,5-dihydro-2H-[1,4]thiazino[2,3,4-ij]quinazolin-7-yl)-3-methylpiperazine-1-carboxylate BrC1=C(C=C2C(=NC(N3C2=C1SC[C@H]3CCCO[Si](C3=CC=CC=C3)(C3=CC=CC=C3)C(C)(C)C)=O)N3[C@H](CN(CC3)C(=O)OC(C)(C)C)C)Cl